(R)-3-(dibenzylamino)-1-isobutylazetidin-2-one C(C1=CC=CC=C1)N([C@H]1C(N(C1)CC(C)C)=O)CC1=CC=CC=C1